COC1=C(C(=C(C(=O)O)C=C1C)C)OC dimethoxy-2,5-dimethylbenzoic acid